N-[9-[(2R,3R,4S,5R)-4-benzyloxy-5-(benzyloxymethyl)-3-hydroxy-5-(hydroxy-methyl)tetrahydrofuran-2-yl]-6-oxo-1H-purin-2-yl]-2-methyl-propan-amide C(C1=CC=CC=C1)O[C@H]1[C@H]([C@@H](O[C@]1(CO)COCC1=CC=CC=C1)N1C=2N=C(NC(C2N=C1)=O)NC(C(C)C)=O)O